FS(CC(C1=CC=CC=C1)(C1=CC=CC=C1)OC)(F)(F)(F)F Pentafluoro-(2-methoxy-2,2-diphenylethyl)-λ6-sulphane